C(#N)C1=CC=C(C=C1)C1=CC=C(C=C1)OCCCCCCCCCC 4'-cyano-4-decyloxybiphenyl